N-{1-(Bicyclo[3.1.0]hexan-3-yl)-2-oxo-2-[(2-oxospiro[1H-indole-3,4'-oxane]-6-yl)amino]-ethyl}-2-methylpyrazole-3-carboxamide C12CC(CC2C1)C(C(NC1=CC=C2C(=C1)NC(C21CCOCC1)=O)=O)NC(=O)C=1N(N=CC1)C